(9H-fluoren-9-yl)methyl ((3S,3aR,6S,6aR)-6-aminohexahydrofuro[3,2-b]furan-3-yl)(methyl)carbamate N[C@H]1CO[C@H]2[C@@H]1OC[C@@H]2N(C(OCC2C1=CC=CC=C1C=1C=CC=CC21)=O)C